The molecule is the stable isotope of helium with relative atomic mass 4.002603. The most abundant (99.99 atom percent) isotope of naturally occurring helium. It contains an alpha-particle. [4He]